N-((5-methylpiperazin-2-yl)methyl)methanesulfonamide CC1NCC(NC1)CNS(=O)(=O)C